BrC1CCCC=2C(=NC(=NC12)Cl)Cl 8-bromo-2,4-dichloro-5,6,7,8-tetrahydroquinazoline